ethyl 2-(4-(3-(4-bromo-3-(trifluoromethyl)phenoxy)propyl)piperidin-1-yl)acetate BrC1=C(C=C(OCCCC2CCN(CC2)CC(=O)OCC)C=C1)C(F)(F)F